methyl 5-(3-((tert-butoxycarbonyl)amino)-3-(2,2-difluoro-1-hydroxyethyl)piperidin-1-yl)-2-(3,4-difluorophenyl)isonicotinate C(C)(C)(C)OC(=O)NC1(CN(CCC1)C1=CN=C(C=C1C(=O)OC)C1=CC(=C(C=C1)F)F)C(C(F)F)O